O1C=CC(=C1)C(=O)O Furan-4-carboxylic acid